(E)-N'-(3-(1-aminoethyl)-5-methoxybenzylidene)-6-(6-ethoxypyridin-3-yl)pyrazine-2-carbohydrazide NC(C)C=1C=C(\C=N\NC(=O)C2=NC(=CN=C2)C=2C=NC(=CC2)OCC)C=C(C1)OC